2-((1S,2S)-2-(methoxymethyl)cyclopropyl)-4,4,5,5-tetramethyl-1,3,2-dioxaborolane COC[C@@H]1[C@H](C1)B1OC(C(O1)(C)C)(C)C